[2H5]glycerol OC(C(O)(C(O)([2H])[2H])[2H])([2H])[2H]